N1=C(C=CC2=CC=CC=C12)CC1=NC2=CC=CC=C2C=C1 di(2-quinolinyl)methane